BrC1=CC(=C(C=O)C(=C1)OC)OC 4-bromo-2,6-dimethoxybenzaldehyde